3-(1-(4-(2-oxo-2,3-dihydro-1H-imidazo[4,5-b]pyridin-7-yl)-1H-pyrazole-1-carbonyl)pyrrolidin-3-yl)propanenitrile O=C1NC=2C(=NC=CC2C=2C=NN(C2)C(=O)N2CC(CC2)CCC#N)N1